(Methylamino)-1,2,3,4,5,6,7,7a-octahydro-4aH-4,12-methanobenzofuro[3,2-e]isoquinoline-4a,9-diol dihydrochloride Cl.Cl.CNC1CNC2C3(CCCC4C13C1=C(O4)C(=CC=C1C2)O)O